N-(6-(5-chloro-6-fluoro-7-(isopropyl(methyl)amino)-1H-indazol-4-yl)imidazo[1,2-a]pyrazin-2-yl)-2-fluorocyclopropane-1-carboxamide ClC=1C(=C2C=NNC2=C(C1F)N(C)C(C)C)C=1N=CC=2N(C1)C=C(N2)NC(=O)C2C(C2)F